3-(5-(dimethylphosphoryl)-2-(prop-2-yn-1-ylamino)phenyl)-1,2,4-oxadiazol-5(2H)-one CP(=O)(C)C=1C=CC(=C(C1)C=1NOC(N1)=O)NCC#C